tert-butyl 6-(3-(8-benzyl-5,8-diazaspiro[3.5]nonan-5-yl)-4-iodo-5-methyl-1H-pyrazol-1-yl)-2-azaspiro[3.3]heptane-2-carboxylate C(C1=CC=CC=C1)N1CCN(C2(CCC2)C1)C1=NN(C(=C1I)C)C1CC2(CN(C2)C(=O)OC(C)(C)C)C1